N[C@@H]1CN(CC1)C1=CC(=CC=2NN=NC21)C=2C(=C(C=C(C2)F)C2=CC(=C(C=C2)N2C(N(C=C2)C)=O)Cl)O (S)-1-(3'-(4-(3-aminopyrrolidin-1-yl)-1H-benzo[d][1,2,3]triazol-6-yl)-3-chloro-5'-fluoro-2'-hydroxy-[1,1'-biphenyl]-4-yl)-3-methyl-1H-imidazol-2(3H)-one